5-chloro-2-{[(1S)-2-(6-fluoro-2,3-dimethylphenyl)-1-(5-oxo-4H-1,3,4-oxadiazol-2-yl)propyl]sulfamoyl}-3-methoxybenzoic acid ClC=1C=C(C(=C(C(=O)O)C1)S(N[C@@H](C(C)C1=C(C(=CC=C1F)C)C)C=1OC(NN1)=O)(=O)=O)OC